C1(CC1)C1=NC(=NO1)C1=CC=C(C=C1)[C@H]1N(OCC1)C(C(C(F)F)(C)C)=O 1-[(3S)-3-[4-(5-cyclopropyl-1,2,4-oxadiazol-3-yl)phenyl]-1,2-oxazolidin-2-yl]-3,3-difluoro-2,2-dimethylpropan-1-one